C(C)(=O)NC1=NC=C(C(=C1)NC(OC(C)(C)C)=O)OCCOC tert-butyl (2-acetamido-5-(2-methoxyethoxy)pyridin-4-yl)carbamate